2-(5-(4-(4-(t-butoxycarbonyl)piperazin-1-yl)phenyl)-2H-indazol-2-yl)-2-phenylacetic acid C(C)(C)(C)OC(=O)N1CCN(CC1)C1=CC=C(C=C1)C1=CC2=CN(N=C2C=C1)C(C(=O)O)C1=CC=CC=C1